O=C1N(C2=CC=CC=C2C(N1CCC1=CC(=CC=C1)C(F)(F)F)=O)CC1CCC(CC1)C(=O)NO 4-((2,4-dioxo-3-(3-(trifluoromethyl)phenethyl)-3,4-dihydroquinazolin-1(2H)-yl)methyl)-N-hydroxycyclohexanecarboxamide